6-(2-amino-6-fluoro-5-(3-((4-methoxypiperidin-1-yl)methyl)-4-morpholinophenyl)pyridin-3-yl)-7-fluoro-3,4-dihydroisoquinolin-1(2H)-one NC1=NC(=C(C=C1C=1C=C2CCNC(C2=CC1F)=O)C1=CC(=C(C=C1)N1CCOCC1)CN1CCC(CC1)OC)F